phenylthiodiphenylsulfonium hexafluoroantimonate F[Sb-](F)(F)(F)(F)F.C1(=CC=CC=C1)S[S+](C1=CC=CC=C1)C1=CC=CC=C1